tert-butyl 6-{2-[4-(4-chlorophenyl)-5-(pyridin-4-yl)-1H-imidazol-1-yl] acetyl}-2,6-diazaspiro[3.4]octane-2-carboxylate ClC1=CC=C(C=C1)C=1N=CN(C1C1=CC=NC=C1)CC(=O)N1CC2(CN(C2)C(=O)OC(C)(C)C)CC1